FC1(CC(CCC1)CNC(=O)C=1C=C(N2C=CC=C(C12)Cl)C1OCCC1)F 8-Chloro-3-(tetrahydro-furan-2-yl)-indolizine-1-carboxylic acid (3,3-difluoro-cyclohexyl-methyl)-amide